5-Chloro-N2-(pyridazin-3-yl)-N4-(3-(trifluoromethyl)phenyl)pyrimidine-2,4-diamine ClC=1C(=NC(=NC1)NC=1N=NC=CC1)NC1=CC(=CC=C1)C(F)(F)F